3-(2-chlorophenyl)-5-cyclopropylisoxazole ClC1=C(C=CC=C1)C1=NOC(=C1)C1CC1